6-(3,3-difluorocyclobutoxy)-N-(2'-(5,5-difluorotetrahydro-2H-pyran-2-yl)-3-fluoro-[2,4'-bipyridine]-3'-yl)-5-fluoronicotinamide FC1(CC(C1)OC1=NC=C(C(=O)NC=2C(=NC=CC2C2=NC=CC=C2F)C2OCC(CC2)(F)F)C=C1F)F